N1N=NN=C1C1=CC=C(C=C1)NC(C1=CC=C(C=C1)S(NC1=CC(=CC=C1)C(F)(F)F)(=O)=O)=O N-(4-(1H-tetrazol-5-yl)phenyl)-4-(N-(3-(trifluoromethyl)phenyl)sulfamoyl)benzamide